C(=O)O.FC=1C=C(CN2CCN(CC2)C2=CC=C(C=N2)C2=C3C=CC=NC3=CC(=N2)C=2C=NN(C2)C)C=CC1 5-(6-(4-(3-Fluorobenzyl)piperazin-1-yl)pyridin-3-yl)-7-(1-methyl-1H-pyrazol-4-yl)-1,6-naphthyridine formate salt